9,9',9'',9'''-([4,4'-bipyridine]-2,3,5,6-tetrayl)tetrakis(3,6-dimethyl-9H-carbazole) N1=C(C(=C(C(=C1N1C2=CC=C(C=C2C=2C=C(C=CC12)C)C)N1C2=CC=C(C=C2C=2C=C(C=CC12)C)C)C1=CC=NC=C1)N1C2=CC=C(C=C2C=2C=C(C=CC12)C)C)N1C2=CC=C(C=C2C=2C=C(C=CC12)C)C